2-[2-(trimethylsilylmethyl)allyl]Cyclopentadienyl-Lithium C[Si](C)(C)CC(CC=1C(C=CC1)[Li])=C